FC1(CN2C=3C(=C(SC3C(N[C@H](C2)CC#N)=O)C=2C=NN(C2)C(C2=CC=CC=C2)(C2=CC=CC=C2)C2=CC=CC=C2)O1)F (S)-2-(4,4-difluoro-9-oxo-2-(1-trityl-1H-pyrazol-4-yl)-4,5,6,7,8,9-hexahydro-3-oxa-1-thia-5a,8-diazabenzo[cd]azulen-7-yl)acetonitrile